3-(4-((4-Aminobutyl)amino)-1-oxoisoindolin-2-yl)piperidine-2,6-dione hydrochloride Cl.NCCCCNC1=C2CN(C(C2=CC=C1)=O)C1C(NC(CC1)=O)=O